4-(N-(3-(fluoromethyl)-4-(trifluoromethoxy)phenyl)propiolamido)tetrahydro-2H-pyran-4-carboxamide FCC=1C=C(C=CC1OC(F)(F)F)N(C(C#C)=O)C1(CCOCC1)C(=O)N